7-(2-Fluoro-5-methyl-4-(6-(trifluoromethyl)-1,5-naphthyridin-2-yl)phenyl)-1-methyl-6,7-dihydro-1H-pyrazolo[3,4-f][1,4]oxazepin-8(5H)-on FC1=C(C=C(C(=C1)C1=NC2=CC=C(N=C2C=C1)C(F)(F)F)C)N1CCOC2=C(C1=O)N(N=C2)C